1-[4-[1-[6-(5-cyclopropyl-4H-1,2,4-triazol-3-yl)-2-azaspiro[3.3]heptane-2-carbonyl]azetidin-3-yl]phenyl]cyclopropanecarboxylic acid C1(CC1)C=1NC(=NN1)C1CC2(CN(C2)C(=O)N2CC(C2)C2=CC=C(C=C2)C2(CC2)C(=O)O)C1